3-Isobutyl-2-methyl-5-oxopyrrolidine-1-carboxylic Acid, tert-Butyl Ester C(C(C)C)C1C(N(C(C1)=O)C(=O)OC(C)(C)C)C